N-(5-Fluoro-2-pyridyl)-1,6,6-trimethyl-2-oxo-5,7-dihydrocyclopenta[b]pyridine-3-carboxamide FC=1C=CC(=NC1)NC(=O)C1=CC2=C(N(C1=O)C)CC(C2)(C)C